ClC1=NC=C(C(=N1)C=1C=NN(C1)CC(C)(O)C)F 1-(4-(2-chloro-5-fluoropyrimidin-4-yl)-1H-pyrazol-1-yl)-2-methylpropan-2-ol